7-bromo-8-((cis-4-((tert-butyldimethylsilyl)oxy)cyclohexyl)oxy)-N-(3-((methylsulfonyl)methyl)phenyl)quinazoline-2-amine BrC1=CC=C2C=NC(=NC2=C1O[C@@H]1CC[C@@H](CC1)O[Si](C)(C)C(C)(C)C)NC1=CC(=CC=C1)CS(=O)(=O)C